N1N=CC2=CC=C(C=C12)/C=C/C(=O)N[C@@H]1[C@H](CC2=CC=CC=C12)OC.C(C=C)(=O)NC(CP(O)(=O)O)(C)C 2-acrylamido-2-methylpropanephosphonic acid (E)-3-(1H-Indazol-6-yl)-N-((1S,2S)-2-methoxy-2,3-dihydro-1H-inden-1-yl)acrylamid